2-benzyloxy-4-[2-(2-methoxyethoxy)ethoxy]benzoic acid C(C1=CC=CC=C1)OC1=C(C(=O)O)C=CC(=C1)OCCOCCOC